NC([C@H](C[C@H]1C(NC2(CC2)C1)=O)NC(=O)[C@@H]1[C@H]2C([C@H]2CN1C([C@H](C(C)(C)C)N)=O)(C)C)=O (1R,2S,5S)-N-((S)-1-amino-1-oxo-3-((R)-5-oxo-4-azaspiro[2.4]hept-6-yl)propan-2-yl)-3-((S)-2-amino-3,3-dimethylbutyryl)-6,6-dimethyl-3-azabicyclo[3.1.0]hexane-2-carboxamide